C(C)(C)(C)OC(=O)N1C(C(CC1)C1=CC2=C(N=CN2C2=NC(=C(C=C2)C(C)=O)N2N=C(C=C2C)C#N)C=C1Br)=O 3-[3-[5-acetyl-6-(3-cyano-5-methyl-pyrazol-1-yl)-2-pyridinyl]-6-bromo-benzimidazol-5-yl]oxopyrrolidine-1-carboxylic acid tert-butyl ester